FC(C=1C=NC(=NC1)C=1C=C2C=CN(C(C2=CC1F)=O)CCC[C@H](CC)NC=1C=NNC(C1C(F)(F)F)=O)F (S)-6-(5-(difluoromethyl)pyrimidin-2-yl)-7-fluoro-2-(4-((6-oxo-5-(trifluoromethyl)-1,6-dihydropyridazin-4-yl)amino)hexyl)isoquinolin-1(2H)-one